P(=O)(O[Si](C)(C)C)(O[Si](C)(C)C)O[Si](C)(C)C Tri(trimethylsilyl) phosphate